FC1=C(C(=CC=C1)F)C1=CC(=NO1)C(=O)O 5-(2,6-difluoro-phenyl)-isoxazole-3-carboxylic acid